O=C([C@H](CCC(=O)O)NC([C@H](C)NC(C(NC=1C=CC=C2C=CC=NC12)=O)=O)=O)COC1=C(C(=CC(=C1F)F)F)F (S)-5-oxo-4-((S)-2-(2-oxo-2-(quinolin-8-ylamino)acetamido)propanamido)-6-(2,3,5,6-tetrafluorophenoxy)hexanoic acid